3-{3-[(3-Chloro-2-fluorophenyl)sulfonyl]-6-methylpyridazin-4-yl}-5-(2-chloro-4-methylbenzyl)-5,6-dihydro-4H-1,2,4-oxadiazine ClC=1C(=C(C=CC1)S(=O)(=O)C=1N=NC(=CC1C1=NOCC(N1)CC1=C(C=C(C=C1)C)Cl)C)F